OC=1C=C(C=CC1OC)/C=C/C(=O)C1=C(C=CC=C1)C (E)-3-(3-Hydroxy-4-methoxyphenyl)-1-(2-methylphenyl)prop-2-en-1-one